FC1=C(C=CC(=C1)F)NC(=O)C=1C(C(=C2N(C[C@@H]3OCCC4(N3C2=O)CC4)C1)O)=O (S)-N-(2,4-difluorophenyl)-7'-hydroxy-6',8'-dioxo-2',3',6',8',12',12a'-hexahydrospiro[cyclopropane-1,4'-pyrido[1',2':4,5]pyrazino[2,1-b][1,3]oxazine]-9'-carboxamide